(2S)-2-(4-(3-chlorophenyl)-3-hydroxy-4-methyl-3-phenylpentanamido)-N-((S)-1-oxo-3-((S)-2-oxopyrrolidin-3-yl)propan-2-yl)hexanamide ClC=1C=C(C=CC1)C(C(CC(=O)N[C@H](C(=O)N[C@H](C=O)C[C@H]1C(NCC1)=O)CCCC)(C1=CC=CC=C1)O)(C)C